2-oxo-3,6-diazabicyclo[3.1.1]heptane-3,6-dicarboxylate O=C1C2N(C(CN1C(=O)[O-])C2)C(=O)[O-]